OC1N(C(N(C1)C)=O)C1=NC=CC(=C1)C(F)(F)F 4-Hydroxy-1-methyl-3-[4-(trifluoromethyl)-2-pyridinyl]-2-imidazolidinone